2-(6-(4-chlorophenyl)-2-(ethylsulfanyl)pyrazolo[1,5-a]pyrimidin-3-yl)-3-methyl-6-(trifluoromethyl)-3H-imidazo[4,5-b]pyridine ClC1=CC=C(C=C1)C=1C=NC=2N(C1)N=C(C2C2=NC=1C(=NC=C(C1)C(F)(F)F)N2C)SCC